FC(C=1C=C(C=C(C1)C(F)(F)F)N(C(=O)N([C@@H]1CN(C[C@H]1C1=CC=C(C=C1)F)C(=O)C1(CCOCC1)CNC(OC(C)(C)C)=O)C)C)(F)F tert-butyl [(4-{[(3S,4R)-3-[{[3,5-bis(trifluoromethyl)phenyl](methyl)carbamoyl}(methyl)amino]-4-(4-fluorophenyl)pyrrolidin-1-yl]carbonyl}tetrahydro-2H-pyran-4-yl)methyl]carbamate